5-(2-(3-(6-methylpyridin-2-yl)-4-(quinolin-4-yl)-1H-pyrazol-1-yl)acetamido)picolinic acid tert-butyl ester C(C)(C)(C)OC(C1=NC=C(C=C1)NC(CN1N=C(C(=C1)C1=CC=NC2=CC=CC=C12)C1=NC(=CC=C1)C)=O)=O